CC1([C@@H]2CCC([C@@H]([C@]2(CCC1)C)CCO)=C)C 2-[(1S,4aS,8aS)-5,5,8a-trimethyl-2-methylene-decalin-1-yl]ethanol